1-Ethyl-N-(5-(3-fluoro-5-methoxybenzyl)pyridin-2-yl)-6-oxo-1,6-dihydropyridine-3-carboxamide C(C)N1C=C(C=CC1=O)C(=O)NC1=NC=C(C=C1)CC1=CC(=CC(=C1)OC)F